3-(1-benzofuran-6-yl)-2-(3-{[(2S)-pyrrolidin-2-yl]methoxy}pyridin-4-yl)-1H-pyrrolo[3,2-b]pyridine O1C=CC2=C1C=C(C=C2)C2=C(NC=1C2=NC=CC1)C1=C(C=NC=C1)OC[C@H]1NCCC1